ClC=1C(=C(C=CC1OCC1CC1)NC=1C2=C(N=CN1)C=CC(=N2)N2[C@H]1CN([C@@H](C2)CC1)C(C=C)=O)F 1-((1R,4R)-5-(4-((3-chloro-4-(cyclopropylmethoxy)-2-fluorophenyl)amino)pyrido[3,2-d]pyrimidin-6-yl)-2,5-diazabicyclo[2.2.2]octan-2-yl)prop-2-en-1-one